C(#N)CCOCCOCCOCCOCCOCCC#N tetraethylene glycol bis(2-Cyanoethyl) ether